C(C)(C)(C)OC(=O)N1CCN(CC1)C1=NC=CC(=C1)C1=C(C(=CC=C1)B1OC(C(O1)(C)C)(C)C)OC.NC=1C=C(OCCCCOC2=CC(=CC=C2)N)C=CC1 1,4-bis(3-aminophenoxy)butane tert-butyl-4-(4-(2-methoxy-3-(4,4,5,5-tetramethyl-1,3,2-dioxaborolan-2-yl)phenyl)pyridin-2-yl)piperazine-1-carboxylate